1-isopropyl-4-methoxy-3-methyl-1H-pyrazolo[3,4-d]pyridazine C(C)(C)N1N=C(C=2C1=CN=NC2OC)C